N1(CCNCC1)C=1N=C(C=2N(C1)C=CN2)C2=CC=C(C=C2)C(F)(F)F 6-(Piperazin-1-yl)-8-(4-(trifluoromethyl)phenyl)imidazo[1,2-a]pyrazine